ClC=1C=C(C=CC1F)NC(N(CC=1C2=C(NN1)CCSC2)C=2C=NC(=CC2)OC)=O (3-Chloro-4-fluorophenyl)-1-(6-methoxypyridin-3-yl)-1-((1,4,6,7-tetrahydrothiopyrano[4,3-c]pyrazol-3-yl)methyl)urea